NC1CCC(CC1)NS(=O)(=O)C1=CC=C(CNC(=O)C=2C=NC=3N(C2)C=CN3)C=C1 Imidazo[1,2-a]pyrimidine-6-carboxylic acid 4-(4-amino-cyclohexylsulfamoyl)-benzylamide